CC1=C(C(Cl)Cl)C=CC=C1 o-methyl-chlorobenzyl chloride